CCC(CC)OC(CCC(C)=O)=O 4-oxopentanoic acid pent-3-yl ester